CC1CN(CC(N1CC(F)(F)F)C)C1=CC=C(C(=N1)F)NC1CC2(C1)CC(C2)N N2-(6-(3,5-dimethyl-4-(2,2,2-trifluoroethyl)piperazin-1-yl)-2-fluoropyridin-3-yl)spiro[3.3]heptane-2,6-diamine